5-[4-amino-5-(trifluoromethyl)pyrrolo[2,1-f][1,2,4]triazin-7-yl]-N-[(3R,4S)-4-fluoro-1-(5,5,5-trifluoro-4-hydroxypentan-2-yl)pyrrolidin-3-yl]-2-methoxypyridine-3-carboxamide NC1=NC=NN2C1=C(C=C2C=2C=C(C(=NC2)OC)C(=O)N[C@@H]2CN(C[C@@H]2F)C(C)CC(C(F)(F)F)O)C(F)(F)F